C1=CC(=C(C(=C1)F)C(=O)NC(=O)NC2=CC(=C(C(=C2)Cl)OC(C(F)F)(F)F)Cl)F The molecule is an N-acylurea that is urea in which a hydrogen attached to one of the nitrogens is replaced by a 2,6-difluorobenzoyl group, while a hycrogen attached to the other nitorgen is replaced by a 3,5-dichloro-4-(1,1,2,2-tetrafluoroethoxy)phenyl group. It is a benzoylurea insecticide, an organofluorine insecticide, an organochlorine insecticide, a dichlorobenzene, a N-acylurea and an aromatic ether.